COP(OC)N(C(C)C)C(C)C (dimethoxyphosphino)diisopropylamine